(E)-3-(m-methylphenyl)acrylic acid CC=1C=C(C=CC1)/C=C/C(=O)O